5-[4-[2-hydroxy-6-(trifluoromethyl)benzoylamino]phenyl]-1H-naphtho[1,2-B][1,4]diazepine-2,4(3H,5h)-dione OC1=C(C(=O)NC2=CC=C(C=C2)N2C3=C(NC(CC2=O)=O)C2=CC=CC=C2C=C3)C(=CC=C1)C(F)(F)F